FC1=C(C=C(C=C1F)F)F 1,2,4,6-tetrafluorobenzene